C(C)(C)(C)C([C@](N)(C(=O)O)C(C)(C)C)(C1=CNC2=CC=CC=C12)C(C)(C)C Tri-Tert-Butyl-Tryptophan